BrC(CCC=O)=C 4-BROMO-PENT-4-ENAL